N1C(=CC=C1)C(=O)C1=CC=C(C=C1)C(F)(F)F (1H-pyrrol-2-yl)(4-(trifluoromethyl)phenyl)methanone